C(C1=CC=CC=C1)(=O)NNC(=O)C1(CCOCC1)C(=O)OCC ethyl 4-(2-benzoylhydrazine-1-carbonyl)tetrahydro-2H-pyran-4-carboxylate